3-(3-bromo-2-fluorobenzyl)-4-((dimethylamino) methyl)-2-oxo-2H-benzopyran-7-yl dimethylcarbamate CN(C(OC1=CC2=C(C(=C(C(O2)=O)CC2=C(C(=CC=C2)Br)F)CN(C)C)C=C1)=O)C